C[Si](C)(C)OC(=O)N1CCC=CC1 (trimethylsilyl)-3,6-dihydropyridine-1(2H)-carboxylate